(3-chloro-4-(4-(2-(2-(3-hydroxyoxetan-3-yl)ethoxy)pyridin-4-yl)thiophen-2-yl)phenyl)(4-hydroxypiperidin-1-yl)methanone ClC=1C=C(C=CC1C=1SC=C(C1)C1=CC(=NC=C1)OCCC1(COC1)O)C(=O)N1CCC(CC1)O